(4-methylenetetrahydro-2H-pyran-2-yl)methanol C=C1CC(OCC1)CO